S1(=O)(=O)O[C@]2(N3C(N([C@H](CC2)C3)O1)=O)C(C1COC1)(F)F.[Na] sodium (2s,5r)-2-[difluoro (oxetan-3-yl) methyl]-7-oxo-1,6-diazabicyclo[3.2.1]octyl-6-yl sulfate